N-(1-cyanopyrrolidin-3-yl)-4-(3,5-dimethylisoxazol-4-yl)benzamide C(#N)N1CC(CC1)NC(C1=CC=C(C=C1)C=1C(=NOC1C)C)=O